ClC1=C2CCN([C@@H](C2=C(C=C1)OCC=1N=NN(C1C)C)CN1CC2(CC2)CC1=O)C(=O)OC(C)(C)C tert-butyl (S)-5-chloro-8-((1,5-dimethyl-1H-1,2,3-triazol-4-yl)methoxy)-1-((6-oxo-5-azaspiro[2.4]heptan-5-yl)methyl)-3,4-dihydroisoquinoline-2(1H)-carboxylate